(S)-2-((6-((4-cyano-2-fluorobenzyl)oxy)-3',6'-dihydro-[2,4'-bipyridin]-1'(2'H)-yl)methyl)-3-(oxetan-2-ylmethyl)-3H-imidazo[4,5-b]pyridine-5-carboxylic acid C(#N)C1=CC(=C(COC2=CC=CC(=N2)C=2CCN(CC2)CC2=NC=3C(=NC(=CC3)C(=O)O)N2C[C@H]2OCC2)C=C1)F